1-(5-bromo-2-((tetrahydro-2H-pyran-4-yl)oxy)phenyl)-N,N-dimethylmethanamine BrC=1C=CC(=C(C1)CN(C)C)OC1CCOCC1